(2,2,2-trifluoroethyl-amino)benzonitrile FC(CNC1=C(C#N)C=CC=C1)(F)F